CN(C(OC1=CC2=C(C(=C(C(O2)=O)CC2=C(C(=CC=C2)NS(NC)(=O)=O)Cl)CN(C)CC)C=C1Cl)=O)C 6-chloro-3-(2-chloro-3-((N-methylsulfamoyl) amino) benzyl)-4-((ethyl (methyl) amino) methyl)-2-oxo-2H-benzopyran-7-yl dimethylcarbamate